CSC(=C1C(C2C3C=CC(C2C1=O)C3)=O)SC 2-(bis(methylthio)methylene)-3a,4,7,7a-tetrahydro-1H-4,7-methanoindene-1,3(2H)-dione